Prop-2-yn-1-yl (2S)-2-{3-[(5-tert-butylpyridin-2-yl)oxy]phenoxy}propanoate C(C)(C)(C)C=1C=CC(=NC1)OC=1C=C(O[C@H](C(=O)OCC#C)C)C=CC1